N1N=C(C=C1)N(C(C)=O)CC1=CN=CS1 N-(1H-pyrazol-3-yl)-N-(thiazol-5-ylmethyl)-acetamide